CC(C)[C@@H](C[C@@H](C=C)C)O (3R,5S)-2,5-DIMETHYLHEPT-6-EN-3-OL